FC1=CC2=C(NC(OC2=O)=O)C=C1 6-Fluoro-2H-benzo[d][1,3]oxazine-2,4(1H)-dione